(S)-2-((benzyloxy)methyl)pyrrolidine C(C1=CC=CC=C1)OC[C@H]1NCCC1